ClC1=C(NC(C(=O)OC(C2=CC(=CC=C2)OC2=CC=CC=C2)C#N)C(C)C)C=CC(=C1)C(F)(F)F α-cyano-3-phenoxybenzyl 2-[2-chloro-4-(trifluoromethyl) anilino]-3-methylbutanoate